N-[4-(cyclopropoxy)-2,3-difluoro-phenyl]-6-[(1S,4S)-2,5-diazabicyclo[2.2.1]heptan-2-yl]pyrido[3,2-d]pyrimidin-4-amine C1(CC1)OC1=C(C(=C(C=C1)NC=1C2=C(N=CN1)C=CC(=N2)N2[C@@H]1CN[C@H](C2)C1)F)F